1-(2-ethylhexyl)-3-octadecyl-imidazolium lactate C(C(O)C)(=O)[O-].C(C)C(CN1C=[N+](C=C1)CCCCCCCCCCCCCCCCCC)CCCC